2-cyclobutoxy-ethane-1-ol C1(CCC1)OCCO